4-chloro-2-nitrosopyridine ClC1=CC(=NC=C1)N=O